4-((cis-4-((Z)-(tert-butoxyimino)(6-methoxypyridin-3-yl)methyl)cyclohexyl)(methyl)amino)-6-chloro-1-methyl-2-oxo-1,2-dihydro-1,5-naphthyridine-3-carbonitrile C(C)(C)(C)O\N=C(\[C@H]1CC[C@H](CC1)N(C1=C(C(N(C2=CC=C(N=C12)Cl)C)=O)C#N)C)/C=1C=NC(=CC1)OC